perfluoro-butylsulfonyl ketone FC(C(C(C(F)(F)F)(F)F)(F)F)(S(=O)(=O)C(=O)S(=O)(=O)C(C(C(C(F)(F)F)(F)F)(F)F)(F)F)F